O=C\1N(C2=CC=CC=C2/C1=C\CCCCC(=O)O)C1=CC=CC=C1 (E)-6-(2-oxo-1-phenylindolin-3-ylidene)hexanoic acid